2-cysteinyl-D-allo-threonine N[C@@H](CS)C(=O)[C@@](N)([C@H](O)C)C(=O)O